(R)-4-(3H-[1,2,3]triazolo[4,5-b]pyridin-3-yl)-2-fluoro-N-(piperidin-3-yl)-N-(8-(trifluoromethyl)isoquinolin-1-yl)benzamide N1=NN(C2=NC=CC=C21)C2=CC(=C(C(=O)N(C1=NC=CC3=CC=CC(=C13)C(F)(F)F)[C@H]1CNCCC1)C=C2)F